FC1=C(O[C@H]2C=3N(CCC2)N=C(N3)NC3[C@H]2CN(C[C@@H]3CC2)C2=CN=NC(=C2)OC)C=CC=C1F (R)-8-(2,3-difluorophenoxy)-N-((1R,5S,8s)-3-(6-methoxypyridazin-4-yl)-3-azabicyclo[3.2.1]oct-8-yl)-5,6,7,8-tetrahydro-[1,2,4]triazolo[1,5-a]pyridin-2-amine